2-((3aR,5r,6aS)-5-benzyl-5-hydroxyhexa-hydrocyclopenta[c]pyrrol-2(1H)-yl)-1-(3-fluoro-4-hydroxyphenyl)ethanone C(C1=CC=CC=C1)C1(C[C@@H]2[C@@H](CN(C2)CC(=O)C2=CC(=C(C=C2)O)F)C1)O